CC1(C)CC(CC(C)=C1\C=C\C(\C)=C\C=C\C(\C)=C\C=C\C=C(/C)\C=C\C=C(/C)\C=C\C1=C(C)CC(CC1(C)C)O)O beta-carotene-3,3'-diol